6-(3-(methoxymethoxy)-4-(4,4,5,5-tetramethyl-1,3,2-dioxaborolan-2-yl)phenyl)-2,8-dimethylimidazo[1,2-b]pyridazine COCOC=1C=C(C=CC1B1OC(C(O1)(C)C)(C)C)C=1C=C(C=2N(N1)C=C(N2)C)C